1,1,1,3,3,3-hexafluoropropan-2-yl 1-(4-chloro-2-(piperazin-1-yl) benzyl)-1,8-diazaspiro[4.5]decane-8-carboxylate ClC1=CC(=C(CN2CCCC23CCN(CC3)C(=O)OC(C(F)(F)F)C(F)(F)F)C=C1)N1CCNCC1